1-(3-chlorophenyl)ethyl ((S)-3-cyclohexyl-1-(((S)-1-hydroxy-5-(methyl(phenethyl)amino)-5-oxopentan-2-yl)amino)-1-oxopropan-2-yl)carbamate C1(CCCCC1)C[C@@H](C(=O)N[C@H](CO)CCC(=O)N(CCC1=CC=CC=C1)C)NC(OC(C)C1=CC(=CC=C1)Cl)=O